FC1=C(OC2=C3CCNC3=CC(=C2)OC)C=CC(=C1)F 4-(2,4-difluoro-phenoxy)-6-methoxy-2,3-dihydro-1H-indole